tert-butyl (6r,7r)-7-((3-(2,6-dioxopiperidin-3-yl)-1-methyl-1H-indazol-7-yl) amino)-6-methyl-2-azaspiro[3.5]nonane-2-carboxylate O=C1NC(CCC1C1=NN(C2=C(C=CC=C12)N[C@H]1[C@@H](CC2(CN(C2)C(=O)OC(C)(C)C)CC1)C)C)=O